6-phenylbenzo[b]naphtho[1,2-d]furan C1(=CC=CC=C1)C1=CC=2C=CC=CC2C=2C3=C(OC21)C=CC=C3